FC1(CN(CC1OC1=NC=C(C=C1)C(F)(F)F)C=1C=2N(N=C(C1)C=1C(=NC(=NC1)OC)OC)N=CN2)F 8-(3,3-difluoro-4-((5-(trifluoromethyl)pyridin-2-yl)oxy)pyrrolidin-1-yl)-6-(2,4-dimethoxypyrimidin-5-yl)-[1,2,4]triazolo[1,5-b]pyridazine